O=C1NC(CCC1C1=NN(C2=CC(=CC=C12)N1[C@H](CN(CC1)C(=O)OC(C)(C)C)C(F)(F)F)C)=O tert-butyl (3R)-4-[3-(2,6-dioxo-3-piperidyl)-1-methyl-indazol-6-yl]-3-(trifluoromethyl)piperazine-1-carboxylate